3-ethoxy-4-(pent-4-en-1-yloxy)benzaldehyde C(C)OC=1C=C(C=O)C=CC1OCCCC=C